BrC1=C(C2=C(N(N=N2)CCOCCOC2CCN(CC2)C(=O)OCC2=CC=CC=C2)C=C1)C benzyl 4-(2-(2-(5-bromo-4-methyl-1H-benzo[d][1,2,3]triazol-1-yl)ethoxy)ethoxy)piperidine-1-carboxylate